C(OCC(CCCC)CC)(OOO)=O (2-ethylhexyl) peroxyl carbonate